3-(1-(4-Fluorophenyl)ethyl)-5,6,7,8-tetrahydropyrido[4',3':4,5]thieno[2,3-d]pyrimidin-4(3H)-one FC1=CC=C(C=C1)C(C)N1C=NC2=C(C1=O)C1=C(S2)CNCC1